FC1=C(C=C2CC3(CN(C3)C(=O)OC(C)(C)C)C2)C=CC(=C1)[N+](=O)[O-] tert-butyl 6-(2-fluoro-4-nitrobenzylidene)-2-azaspiro[3.3]heptane-2-carboxylate